Ethyl 4-(3-methoxy-2-methylphenyl)-3-(pyridin-2-yl)-1H-pyrrole-2-carboxylate COC=1C(=C(C=CC1)C=1C(=C(NC1)C(=O)OCC)C1=NC=CC=C1)C